Cl.C(CCC)OC1=C(CN2C[C@H](CC2)CN)C=C(C=C1)Cl (R)-(1-(2-butoxy-5-chlorobenzyl)pyrrolidin-3-yl)methanamine hydrochloride